Nα-caprinoyl-L-alanine C(CCCCCCCCC)(=O)N[C@@H](C)C(=O)O